NC1=C(C=C(C=C1)C=1C(NC=CC1)=O)F 3-(4-amino-3-fluorophenyl)pyridin-2(1H)-one